C(CCC)NCCN N-butyl-1,2-ethanediamine